2-(6-bromo-1-oxo-4-prop-2-ylphthalazin-2-yl)-N-[4-(trifluoromethyl)pyrimidin-2-yl]acetamide nickel pentafluoride [Ni](F)(F)(F)(F)F.BrC=1C=C2C(=NN(C(C2=CC1)=O)CC(=O)NC1=NC=CC(=N1)C(F)(F)F)C(C)C